FC=1C=C(C=C(C1F)F)B(C1=CC=C(C=C1)C=C)C1=CC(=C(C(=C1)F)F)F bis(3,4,5-trifluorophenyl)(4-vinylphenyl)boron